FC=1C=2N(C=C(C1)C[C@@H]1CC[C@H](CC1)C(=O)O)N=CN2 trans-4-[(8-fluoro-[1,2,4]triazolo[1,5-a]pyridin-6-yl)methyl]cyclohexanecarboxylic acid